CC1([C@@H]2C(=CC([C@H]1C2)=O)\C=C\C=2C=NC=CC2)C (1S,5R)-6,6-dimethyl-4-((E)-2-(pyridin-3-yl)vinyl)bicyclo[3.1.1]hept-3-en-2-one